COC1=C(CNC2=NC=3C(=CC(=CC3C=3N2N=C(N3)[C@@H]3CC[C@@H](N(C3)C(=O)C=3C(=NC(=CC3)F)C)C)F)F)C=CC(=C1)OC ((2S,5R)-5-(5-((2,4-dimethoxybenzyl)amino)-7,9-difluoro-[1,2,4]triazolo[1,5-c]quinazolin-2-yl)-2-methylpiperidin-1-yl)(6-fluoro-2-methylpyridin-3-yl)methanone